C(C)(=O)N1CC2=CC=C(C=C2C1)N(C(CNC1=NC(=CC(=C1C#N)C(F)(F)F)C(F)(F)F)=O)C N-(2-acetylisoindolin-5-yl)-2-((3-cyano-4,6-bis-(trifluoromethyl)pyridin-2-yl)amino)-N-methyl-acetamide